BrC=1SC2=C(N1)C(=CC(=C2)C(=O)O)Cl 2-bromo-4-chloro-1,3-benzothiazole-6-carboxylic acid